FC(C1=C(C=NC(=C1)CN1CC2=C(CC1)SC=C2)C2=CC=C(O2)CN2C[C@H](O[C@H](C2)C)C)F (2R,6S)-4-((5-(4-(difluoromethyl)-6-((6,7-dihydrothieno[3,2-c]pyridin-5(4H)-yl)methyl)pyridin-3-yl)furan-2-yl)methyl)-2,6-dimethylmorpholine